O=C1NC(CCC1N1C(C2=CC=C(C=C2C1=O)NCCC[C@@H]1C[C@H](C1)N1N=CC(=C1)C1=NC2=CC=CC=C2N=C1)=O)=O 2-(2,6-dioxopiperidin-3-yl)-5-((3-(trans-3-(4-(quinoxalin-2-yl)-1H-pyrazol-1-yl)cyclobutyl)propyl)amino)isoindoline-1,3-dione